The molecule is a 2-oxo monocarboxylic acid that is pyruvic acid substituted by a sulfanyl group at position 3. It has a role as a human metabolite, an Escherichia coli metabolite, a mouse metabolite and an antidote to cyanide poisoning. It is a 2-oxo monocarboxylic acid and a thiol. It derives from a pyruvic acid. It is a conjugate acid of a 3-mercaptopyruvate. C(C(=O)C(=O)O)S